C(C)(C)C=1C2=C(NC1C=1C=C(C=3N(C1)N=CN3)C)C=C(S2)C2CCNCC2 6-isopropyl-5-(8-methyl-[1,2,4]triazolo[1,5-a]pyridin-6-yl)-2-(4-piperidyl)-4H-thieno[3,2-b]pyrrole